C(C1=CC=CC=C1)SC1=C(C=C(C#N)C=C1)C 4-(benzylthio)-3-methylbenzonitrile